BrC=1C(=NC(=NC1)NC1=C(C=C(C(=C1)C)N1CCC(CC1)N1CCN(CC1)C)OC)N1C=C(C2=CC=C(C=C12)F)CO (1-(5-Bromo-2-((2-methoxy-5-methyl-4-(4-(4-methylpiperazin-1-yl)piperidin-1-yl)phenyl)Amino)pyrimidin-4-yl)-6-fluoro-1H-indol-3-yl)methanol